(5'-methyl-2'-hydroxyphenyl)benzotriazole CC=1C=CC(=C(C1)C1=CC=CC=2NN=NC21)O